2-cyclopropyl-6-isopropyl-4,6-dihydropyrazolo[1,5-a]pyridine C1(CC1)C1=NN2C(CCC(C2)C(C)C)=C1